1-isobutyl-1H-1,2,4-triazole-3-carboxamide C(C(C)C)N1N=C(N=C1)C(=O)N